O1C2=C(OCCC1)C=C(C=C2)S(=O)(=O)N2CC1(CCC1)CC2C 6-((3,4-Dihydro-2H-benzo[b][1,4]dioxepin-7-yl)sulfonyl)-7-methyl-6-azaspiro[3.4]octane